4-(5-(2,6-dimethylphenoxy)-1-methyl-2-oxo-1,2-dihydropyridin-4-yl)-6-methyl-2-(1-methyl-1H-1,2,3-triazol-5-yl)-1,6-dihydro-7H-pyrrolo[2,3-c]pyridin-7-one CC1=C(OC=2C(=CC(N(C2)C)=O)C=2C3=C(C(N(C2)C)=O)NC(=C3)C3=CN=NN3C)C(=CC=C1)C